(1-(3-(tetrahydrofuran-3-yl)-1,2,4-thiadiazol-5-yl)-1H-pyrazolo[4,3-c]pyridin-6-yl)acetamide O1CC(CC1)C1=NSC(=N1)N1N=CC=2C=NC(=CC21)CC(=O)N